C(C)(C)(C)OC(=O)N1CC=2C(=C1)C=C(C2)N.BrC=2C=C(SC2)\C=N\[S@](=O)CC(C)C (R,E)-N-((4-bromothiophen-2-yl)methylene)-2-methylpropanesulfinamide Tert-butyl-(3aR,5s,6aS)-5-aminocyclopenta[c]pyrrole-2(1H)-carboxylate